ClC=1C(=NC2=CC(=C(N=C2C1Cl)C=1C=NC(=C(C1)F)P(=O)(C)C)F)C 3,4-dichloro-6-[6-(dimethylphosphoryl)-5-fluoropyridin-3-yl]-7-fluoro-2-methyl-1,5-naphthyridine